NC=1C=CC2=C(C(NC3(CCCC3)O2)=O)C1 6-Aminospiro[benzo[e][1,3]oxazin-2,1'-cyclopentane]-4(3H)-one